1-amino-N-(1-cyanocyclopropyl)cyclohexane-1-carboxamide hydrochloride Cl.NC1(CCCCC1)C(=O)NC1(CC1)C#N